C(C)(C)C1CC(CCC1)OCC(CO)O 3-(3-isopropylcyclohexyloxy)-1,2-propanediol